O=C1N(CCC(N1)=O)C1=CC=C(CN(CCN(C2=C(C=C(C(=C2)OC)NC2=NC=CC(=N2)C2=CN(C3=CC=CC=C23)C)NC(C=C)=O)C)C)C=C1 N-(2-((2-((4-(2,4-dioxotetrahydropyrimidin-1(2H)-yl)benzyl)(methyl)amino)ethyl)(methyl)amino)-4-methoxy-5-((4-(1-methyl-1H-indol-3-yl)pyrimidin-2-yl)amino)phenyl)acrylamide